C(CCCCCCCCCCCCCCCCC)(=O)[O-].C(CCCCCCCCCCCCCCCCC)(=O)[O-].[Co+2] cobalt distearate